3-amino-6-methyl-N-((R)-7-((R)-2-methylpiperazin-1-yl)chroman-3-yl)thieno[2,3-b]pyridine-2-carboxamide NC1=C(SC2=NC(=CC=C21)C)C(=O)N[C@H]2COC1=CC(=CC=C1C2)N2[C@@H](CNCC2)C